(R)-5-(6-(4-(2-hydroxyphenyl)piperidin-1-yl)-2-azaspiro[3.4]octan-2-yl)-1,3,4-oxadiazole-2-carboxylic acid ethyl ester C(C)OC(=O)C=1OC(=NN1)N1CC2(C1)C[C@@H](CC2)N2CCC(CC2)C2=C(C=CC=C2)O